Methyl (1R,4S)-4-[(tert-butoxycarbonyl)amino]cyclopent-2-ene-1-carboxylate C(C)(C)(C)OC(=O)N[C@@H]1C=C[C@@H](C1)C(=O)OC